methyl octanoate (caprylate) C(CCCCCCC)(=O)O.C(CCCCCCC)(=O)OC